O1NCCCC1 1,2-Oxazinan